COC(NC=1NC2=C(N1)C=CC(=C2)C(C2=CC=CC=C2)=O)=O [5-(benzoyl)benzimidazol-2-yl]carbamic acid methyl ester